Cl.N1=CC=C(C=C1)CCNC(=O)C1CNC1 N-[2-(pyridin-4-yl)ethyl]azetidine-3-carboxamide hydrochloride